CC1=CC=C(C=C1)S(=O)(=O)NC(=O)NC1=CC(=CC=C1)OS(=O)(=O)C1=CC=C(C)C=C1 N-p-toluenesulfonyl-N'-(3-p-toluenesulfonyloxyphenyl)urea